tetrahydro-[1,1-biphenyl]-2,6-diyl diacetate C(C)(=O)OC1C(C(=CCC1)OC(C)=O)C1=CC=CC=C1